3-fluoro-5-(2-methylpropyl)pyridin-2-amine FC=1C(=NC=C(C1)CC(C)C)N